(5-n-butylthienyl)(phenyl)methylene(cyclopentadienyl)(fluorenyl)hafnium C(CCC)C1=CC=C(S1)C(=[Hf](C1=CC=CC=2C3=CC=CC=C3CC12)C1C=CC=C1)C1=CC=CC=C1